N-(4-(4-chloro-3-fluorophenyl)thiazol-2-yl)-5-((2-hydroxy-3-methoxybenzyl)amino)pyridine-2-sulfonamide ClC1=C(C=C(C=C1)C=1N=C(SC1)NS(=O)(=O)C1=NC=C(C=C1)NCC1=C(C(=CC=C1)OC)O)F